ClC=1C=CC=C2C=CC=C(C12)[C@@H]1CC=2N=C(N=C(C2CO1)N1C[C@@H](N(CC1)C(C(=C)F)=O)CC#N)OCC12CCCN2CCC1 2-[(2S)-4-[(7S)-7-(8-chloronaphthalen-1-yl)-2-(hexahydropyrrolizin-7a-ylmethoxy)-5H,7H,8H-pyrano[4,3-d]pyrimidin-4-yl]-1-(2-fluoroprop-2-enoyl)piperazin-2-yl]acetonitrile